CNCC=1N(C=C(N1)C(=O)OC)COCC[Si](C)(C)C methyl 2-((methylamino)methyl)-1-((2-(trimethylsilyl)ethoxy)methyl)-1H-imidazole-4-carboxylate